(1r,3r)-3-((5-(cinnolin-6-yl)-4-methoxy-7H-pyrrolo[2,3-d]pyrimidin-2-yl)amino)-1-methylcyclobutan-1-ol N1=NC=CC2=CC(=CC=C12)C1=CNC=2N=C(N=C(C21)OC)NC2CC(C2)(O)C